C(C)N1CC(=NC2=CC=CC=C12)C 1-ethyl-3-methylquinoxalin